2-bromo-1-(3-methylphenyl)ethan-1-one BrCC(=O)C1=CC(=CC=C1)C